Tert-butyl-chloro-dimethyl-silane C(C)(C)(C)[Si](C)(C)Cl